3-((2-Carboxyethyl)amino)-4-methylbenzoic acid C(=O)(O)CCNC=1C=C(C(=O)O)C=CC1C